C(C)(C)OC1=C(C#N)C=C(C=C1)C1=NC(=NO1)C1=CC2=C(N(N=N2)C(C)C)C=C1 2-isopropoxy-5-(3-(1-isopropyl-1H-benzo[d][1,2,3]triazol-5-yl)-1,2,4-oxadiazol-5-yl)benzonitrile